7-Chloro-4,4-difluoro-1-(4-methylbenzenesulfonyl)-2,3,4,5-tetrahydro-1H-1-benzoazepin-5-one ClC=1C=CC2=C(C(C(CCN2S(=O)(=O)C2=CC=C(C=C2)C)(F)F)=O)C1